NC1=C(C=C(C=N1)B(O)O)OC1CCC=2C1=NC=CC2 {6-amino-5-[(6,7-dihydro-5H-cyclopenta[b]pyridin-7-yl)oxy]pyridin-3-yl}boronic acid